5-fluoro-2-(hydroxymethyl)-1,8-dimethylquinolin-4(1H)-one FC1=C2C(C=C(N(C2=C(C=C1)C)C)CO)=O